9,10-bis(6-phenylpyridin-3-yl)anthracene C1(=CC=CC=C1)C1=CC=C(C=N1)C=1C2=CC=CC=C2C(=C2C=CC=CC12)C=1C=NC(=CC1)C1=CC=CC=C1